C[Si](OC(O[Si](C)(C)C)[SiH2]C(CCOC(C=CC1=CC(=C(C(=C1)OC)OC)OC)=O)C)(C)C [3-bis(trimethylsiloxy)methylsilyl-3-Methylpropyl]-3,4,5-trimethoxycinnamate